CC1=CC=CC(=N1)C1=C(N=CN1COCC[Si](C)(C)C)C=1C=C2C=C(C=NC2=CC1)NC(C)O ((6-(5-(6-methylpyridin-2-yl)-1-((2-(trimethylsilyl)ethoxy)methyl)-1H-imidazol-4-yl)quinolin-3-yl)amino)ethan-1-ol